ditolyl-ammonium fumarate C(\C=C\C(=O)[O-])(=O)[O-].C1(=C(C=CC=C1)[NH2+]C1=C(C=CC=C1)C)C.C1(=C(C=CC=C1)[NH2+]C1=C(C=CC=C1)C)C